NC=1C=C(C=CC1)P(C)(C)=O (3-Aminophenyl)dimethylphosphine oxide